FC(C)(F)C1=C2C(=NNC1=C)[C@@H](CC2)NC(COC2CCN(CC2)C2=NC=C(C=N2)C(F)(F)F)=O |r| rac-N-(4-(1,1-Difluoroethyl)-3-methylene-3,5,6,7-tetrahydro-2H-cyclopenta[c]pyridazin-7-yl)-2-((1-(5-(trifluoromethyl)pyrimidin-2-yl)piperidin-4-yl)oxy)acetamide